3-(bis((2-fluoropyridin-4-yl)amino)methylene)-6-(5-bromopyridin-2-yl)dihydro-2H-pyran-2,4(3H)-dione FC1=NC=CC(=C1)NC(=C1C(OC(CC1=O)C1=NC=C(C=C1)Br)=O)NC1=CC(=NC=C1)F